C[C@H]1N(C[C@@H]([C@H]([C@@H]1O)O)O)C[C@@H]1CN(CC1)C=1C(=NC=NC1)C(F)(F)F (2R,3R,4R,5S)-2-methyl-1-(((R)-1-(4-(trifluoromethyl)pyrimidin-5-yl)pyrrolidin-3-yl)methyl)piperidine-3,4,5-triol